NC1=C2C(=NC=N1)N(N=C2C=2C(=NC(=CC2)OC2=CC=CC=C2)F)[C@H]2CN(CCC2)C(=O)C(C#N)=CC(C)(N2CC1(COC1)C2)C (R)-2-(3-(4-amino-3-(2-fluoro-6-phenoxypyridin-3-yl)-1H-pyrazolo[3,4-d]pyrimidin-1-yl)piperidine-1-carbonyl)-4-methyl-4-(2-oxa-6-azaspiro[3.3]hept-6-yl)pent-2-enenitrile